N-[2-(2,4-dichloro-phenyl)-2-methoxy-1-methylethyl]-3-(difluoromethyl)-1-methyl-1H-pyrazole-4-carboxamide ClC1=C(C=CC(=C1)Cl)C(C(C)NC(=O)C=1C(=NN(C1)C)C(F)F)OC